ClC=1C=C(C[C@H](N)C(=O)O)C=CC1 L-3-chlorophenylalanine